2-(4-methyl-4H-1,2,4-triazol-3-yl)-3'-nitro-[1,1'-biphenyl]-4-carbonitrile CN1C(=NN=C1)C1=C(C=CC(=C1)C#N)C1=CC(=CC=C1)[N+](=O)[O-]